ClC1=CC=C(C=N1)N1C(NC=2C=NC=CC21)=O 1-(6-chloro-3-pyridyl)-3H-imidazo[4,5-c]pyridin-2-one